C(=O)(OCC1C2=CC=CC=C2C2=CC=CC=C12)C(C(=O)O)(CC1=C(C=CC=C1)[N+](=O)[O-])N Fmoc-amino-3-2-nitrophenyl-propionic acid